Ethyl 1-(2-fluorobenzyl)-5-hydroxy-1H-pyrazole-3-carboxylate FC1=C(CN2N=C(C=C2O)C(=O)OCC)C=CC=C1